COC1CCC(CC1)C1=NC=2C(=NC=CC2C2CCN(CC2)C=O)N1 [4-[2-(4-methoxycyclohexyl)-3H-imidazo[4,5-b]pyridin-7-yl]-1-piperidyl]methanone